N-[3-Fluoro-4-({7-(methyloxy)-6-[(3-morpholin-4-ylpropyl)oxy]chinolin-4-yl}oxy)phenyl]-N'-(4-fluorophenyl)cyclopropan-1,1-dicarboxamid FC=1C=C(C=CC1OC1=CC=NC2=CC(=C(C=C12)OCCCN1CCOCC1)OC)NC(=O)C1(CC1)C(=O)NC1=CC=C(C=C1)F